BrC=1C(=NC=CC1N)OCCC1=CC=C(C=C1)C(F)(F)F 3-Bromo-2-(4-(trifluoromethyl)phenethoxy)pyridin-4-amine